methyl 2-(4,4-difluoroazepan-1-yl)-6,7-difluoroquinoline-3-carboxylate FC1(CCN(CCC1)C1=NC2=CC(=C(C=C2C=C1C(=O)OC)F)F)F